N-(4-{2-[[2-(2-aminothiazol-4-yl)-acetyl]-(2-hydroxy-2-phenylethyl)amino]ethyl}phenyl)-acetamide NC=1SC=C(N1)CC(=O)N(CCC1=CC=C(C=C1)NC(C)=O)CC(C1=CC=CC=C1)O